4-hydroxy-N-butyl-1,8-naphthalimide CCCCN1C(=O)C2=C3C(=C(C=C2)O)C=CC=C3C1=O